C(C)OC=1C(=NC(=C(C1)N1[C@@H](CN(CC1)C(=O)N1[C@@H](CCCC1)C(F)(F)F)CC)C(=O)N[C@@H]1CN(CC1)C)C=1C=NC=CC1 ethoxy-5-[(2R)-2-ethyl-4-[(2S)-2-(trifluoromethyl)piperidine-1-carbonyl]piperazin-1-yl]-N-[(3S)-1-methylpyrrolidin-3-yl]-[2,3'-bipyridine]-6-carboxamide